vinyl-hexanetriol C(=C)C(C(O)(O)O)CCCC